FC(C=1C=C(C=C(C1)C(F)(F)F)NC([C@H](C1=CC=C(C=C1)C=1N=NN(N1)C)[C@@H]1CC(CC1)(F)F)=O)(F)F (S)-N-(3,5-Bis(trifluoromethyl)phenyl)-2-((S)-3,3-difluorocyclopentyl)-2-(4-(2-methyl-2H-tetrazol-5-yl)phenyl)acetamide